O=C[C@@H](O)[C@@H](O)[C@H](O)[C@H](O)CO αE-mannose